CC=1C=C(C=CC1C)N\C(=N/C=1SC(=NN1)C)\N1C(SC(=N1)C)C1=CC=C(C=C1)C1=CC=C(C=C1)C(F)(F)F (E)-N-(3,4-dimethylphenyl)-5-methyl-N'-(5-methyl-1,3,4-thiadiazol-2-yl)-2-(4'-(trifluoromethyl)-[1,1'-biphenyl]-4-yl)-1,3,4-thiadiazole-3(2H)-carboximidamide